FC1(OC2=C(O1)C=CC(=C2)CCN2C[C@@H](C([C@@H](C2)O)O)O)F (3S,4r,5R)-1-(2-(2,2-difluorobenzo[d][1,3]dioxol-5-yl)ethyl)piperidine-3,4,5-triol